6-methoxy-2-(pyrrolidin-1-yl)-7-(3-(pyrrolidin-1-yl)prop-1-yn-1-yl)-N-(thiophen-2-yl)quinazolin-4-amine COC=1C=C2C(=NC(=NC2=CC1C#CCN1CCCC1)N1CCCC1)NC=1SC=CC1